N-methylpyrido[4,3-d]pyrimidin-4-amine CNC=1C2=C(N=CN1)C=CN=C2